N-(4,4-difluorocyclohexyl)-2-(3,5-dimethyl-1H-pyrazol-1-yl)-6-(1-ethoxyvinyl)pyrimidin-4-amine FC1(CCC(CC1)NC1=NC(=NC(=C1)C(=C)OCC)N1N=C(C=C1C)C)F